COC1=CC=C2C(=CC=NC2=N1)OC1=CC=C(CP(O)(O)=O)C=C1 (4-((7-methoxy-1,8-naphthyridin-4-yl)oxy)benzyl)phosphonic acid